CN[C@H](CO)C(=O)O N-methyl-D-serine